NC=1C2=C(N=C(N1)Cl)N(C=C2C=2SC=CN2)[C@H]2[C@@H]([C@@H]([C@H](C2)C=2CCN(CC2)C)O)O (1R,2S,3R,5R)-3-(4-amino-2-chloro-5-(thiazol-2-yl)-7H-pyrrolo[2,3-d]pyrimidin-7-yl)-5-(1-methyl-1,2,3,6-tetrahydropyridin-4-yl)cyclopentane-1,2-diol